2,4-difluoro-N-[3-[1H-imidazol-4-ylmethyl(methyl)amino]phenyl]-N-isobutyl-benzamide FC1=C(C(=O)N(CC(C)C)C2=CC(=CC=C2)N(C)CC=2N=CNC2)C=CC(=C1)F